C(C1=CC=CC=C1)N(C(CC1=CC=CC=C1)(C1=NC=CC=C1)C1=NC=CC=C1)CC1=NC=CC=C1 N-benzyl-N-(pyridin-2-yl-methyl)-1,1-bis(pyridin-2-yl)-2-phenyl-1-aminoethane